S(N)(OC[C@@H]1OC(O[C@H]1C1=C(C=CC=C1)[N+](=O)[O-])(C)C)(=O)=O ((4S,5S)-5-(2-nitrophenyl)-2,2-dimethyl-1,3-dioxolan-4-yl)methyl sulfamate